4-(trifluoromethyl)-pyridine-3-carboxylic acid FC(C1=C(C=NC=C1)C(=O)O)(F)F